OCC1=CC=C2C(N(C(NC2=C1)=O)C(C)C)=O 7-(hydroxymethyl)-3-isopropylquinazoline-2,4(1H,3H)-dione